ClC=1C(=NC(=CC1)N1CCOCC1)N 3-Chloro-6-morpholinopyridin-2-amine